ethyl 4-oxo-3-(trifluoromethyl)-4,7-dihydro-5H-spiro[[1]benzofuran-6,1'-cyclobutane]-2-carboxylate O=C1CC2(CCC2)CC2=C1C(=C(O2)C(=O)OCC)C(F)(F)F